CC1=NON=C1S(=O)(=O)N1[C@H]2CC(C[C@@H]1CC2)N2CCC(CC2)C 3-Methyl-4-(((1R,3s,5S)-3-(4-methylpiperidin-1-yl)-8-azabicyclo[3.2.1]octan-8-yl)sulfonyl)-1,2,5-oxadiazole